C(C)(C)(C)OC(=O)N1CC2(C1)CC(C2)N(CC2=CC=C(C=C2)C(F)(F)F)S(NC(=O)OC(C)(C)C)(=O)=O.C2=CC=CC=1C3=CC=CC=C3C(C21)C2=CC=NC=C2 4-(9H-fluoren-9-yl)pyridine tert-butyl-6-((N-(tert-butoxycarbonyl)sulfamoyl)(4-(trifluoromethyl)benzyl)amino)-2-azaspiro[3.3]heptane-2-carboxylate